BrC=1N=C(NC1Br)C1CC2(CN(C2)C(=O)OC(C)(C)C)C1 tert-butyl 6-(4,5-dibromo-1H-imidazol-2-yl)-2-azaspiro[3.3]heptane-2-carboxylate